(E)-1-(4-((2-amino-6-(3-((tert-butyldimethylsilyl)oxy)propoxy)-4-carbamoylphenyl)amino)but-2-en-1-yl)-2-(1-ethyl-3-methyl-1H-pyrazole-5-carboxamido)-1H-benzo[d]imidazole-5-carboxamide NC1=C(C(=CC(=C1)C(N)=O)OCCCO[Si](C)(C)C(C)(C)C)NC/C=C/CN1C(=NC2=C1C=CC(=C2)C(=O)N)NC(=O)C2=CC(=NN2CC)C